N-(1-cyano-2-methylcyclopropyl)-4-[4-(2-methylpropanoyl)piperazin-1-yl]-1H-indazole-6-sulfonamide C(#N)C1(C(C1)C)NS(=O)(=O)C1=CC(=C2C=NNC2=C1)N1CCN(CC1)C(C(C)C)=O